3-Chloro-4-(4-(2-((2-ethoxyphenyl)amino)-2-oxoethyl)piperazin-1-yl)benzoic acid ClC=1C=C(C(=O)O)C=CC1N1CCN(CC1)CC(=O)NC1=C(C=CC=C1)OCC